(3S,4R)-3-fluoro-1-[5-({8-[(2R,3S)-3-(methanesulfonyl-methyl)-2-methylazetidin-1-yl]-5-(propan-2-yl)isoquinolin-3-yl}amino)-1,2,4-triazin-3-yl]-4-methyl-piperidin-4-ol F[C@H]1CN(CC[C@]1(O)C)C=1N=NC=C(N1)NC=1N=CC2=C(C=CC(=C2C1)C(C)C)N1[C@@H]([C@H](C1)CS(=O)(=O)C)C